FC(C1=NNC=C1C(=O)N)(F)F 3-(trifluoromethyl)-1H-pyrazole-4-carboxamide